3-[(4,6-dimethylpyrimidin-2-yl)sulfanyl]-N-hydroxypyridazine-4-carboximidamide CC1=NC(=NC(=C1)C)SC=1N=NC=CC1C(NO)=N